C1=NC=CC2=C(C=CC=C12)N1N=C(NC1=O)[C@@H]1CN(CCC1)CCC1=CC=CC2=CC=CC=C12 (s)-2-(isoquinolin-5-yl)-5-(1-(2-(naphthalen-1-yl)ethyl)piperidin-3-yl)-2,4-dihydro-3H-1,2,4-triazol-3-one